[N+](=O)([O-])C1=CC=C(C=C1)N(C(O)=O)C1=C(C=CC(=C1)OC(F)(F)F)F.BrC=1C=C(CCCC(=O)N)C=CC1OCOC (3-bromo-4-(methoxymethoxy)phenethyl)acetamide 4-nitrophenyl-N-[2-fluoro-5-(trifluoromethoxy)phenyl]carbamate